naphtho[2,3-b:7,6-b']Bis-benzothiophene C1=CC=CC2=C1C1=C(S2)C=C2C=C3SC4=C(C3=CC2=C1)C=CC=C4